NC=1C=C(C=C(C1)C(F)(F)F)[C@@H](C)NC1=NC(=NC2=CC(=C(C=C12)OC)NC1CCOCC1)C (R)-N4-(1-(3-amino-5-(trifluoromethyl)phenyl)ethyl)-6-methoxy-2-methyl-N7-(tetrahydro-2H-pyran-4-yl)quinazoline-4,7-diamine